BrC1=CC2=C(CCC=3C(NC(=NC23)SC)=O)C=C1 9-bromo-2-methylsulfanyl-5,6-dihydro-3H-benzo[H]quinazolin-4-one